C(C)(C)(C)OC(=O)N1C[C@H]2C([C@H]2C1)C=1SC2=C(N1)C=C(C=C2)Br.C(CCC)OC2=C(C=C(C=C2)C=CC(=O)NS(=O)(=O)CNCCCC)OC 3-(4-butoxy-3-methoxyphenyl)-N-(butylaminomethylsulfonyl)acrylamide tert-butyl-(1R,5S)-6-(5-bromo-1,3-benzothiazol-2-yl)-3-azabicyclo[3.1.0]hexane-3-carboxylate